1-(3-(difluoromethyl)-2-fluorophenyl)ethane-1-amine FC(C=1C(=C(C=CC1)C(C)N)F)F